6-(5-chloro-2-fluorophenyl)-1-(pyridin-3-yl)-1H,2H-[1,3]oxazolo[5,4-c]pyridin-2-one ClC=1C=CC(=C(C1)C1=CC2=C(C=N1)OC(N2C=2C=NC=CC2)=O)F